C1(=CC=CC=C1)CON[C@@H]1CCCNC1 (2S,5R)-5-(N-phenylmethyloxyamino)-piperidine